OC1=C(C(=O)C2=C(C=C(C=C2)OCC=C)O)C=CC(=C1)OCC=C 2,2'-dihydroxy-4,4'-dialloxybenzophenone